7-{8-methyl-1H,2H,3H-pyrido[2,3-b][1,4]oxazin-7-yl}-N-{4-[(1H-1,2,3-triazol-1-yl)methyl]phenyl}-5H,6H,7H,8H-pyrido[3,4-d]pyrimidin-2-amine CC1=C(C=NC=2OCCNC21)N2CC=1N=C(N=CC1CC2)NC2=CC=C(C=C2)CN2N=NC=C2